2'-aminobiphenyl-2,3-diol NC1=C(C=CC=C1)C1=C(C(=CC=C1)O)O